FC1=NC(=C2N=CN(C2=N1)C(C)C)N[C@@H]1CN(CC1)C(=O)OC(C)(C)C tert-butyl (S)-3-((2-fluoro-9-isopropyl-9H-purin-6-yl)amino)pyrrolidine-1-carboxylate